5-(5-fluoro-2-methyl-4-nitrophenoxy)-1-methyl-1,3-benzodiazole FC=1C(=CC(=C(OC2=CC3=C(N(C=N3)C)C=C2)C1)C)[N+](=O)[O-]